C1(CC1)N1C(NC2=CC(=CC=C2C1=O)CN1CCN(CC1)C=1C=CC(=NC1C)C(=O)NC)=O 5-(4-((3-cyclopropyl-2,4-dioxo-1,2,3,4-tetrahydroquinazolin-7-yl)methyl)piperazin-1-yl)-N,6-dimethylpicolinamide